(1S,2S)-N-[[3-(3-chlorophenyl)oxetan-3-yl]methyl]-2-phenyl-cyclopropanecarboxamide ClC=1C=C(C=CC1)C1(COC1)CNC(=O)[C@@H]1[C@H](C1)C1=CC=CC=C1